[Sb].[Ni].[Cr].[Cu] copper-chromium-nickel-antimony